7-hydroxyquinolin-2(1H)-one OC1=CC=C2C=CC(NC2=C1)=O